1-[4-(2-phenylethynyl)phenyl]ethan-one C1(=CC=CC=C1)C#CC1=CC=C(C=C1)C(C)=O